C(#N)C=1C(=CC(=NC1)NC(C1=CN=C(C=C1)C1=C(C=C(C=C1)C1=NOC(=N1)C)C#N)=O)OCCN(C)C N-(5-cyano-4-(2-(dimethylamino)ethoxy)pyridin-2-yl)-6-(2-cyano-4-(5-methyl-1,2,4-oxadiazol-3-yl)phenyl)nicotinamide